tert-butyl rel-(3R,5R)-5-(benzyloxy)-3-(pent-4-yn-1-yloxy)azepane-1-carboxylate C(C1=CC=CC=C1)O[C@H]1C[C@H](CN(CC1)C(=O)OC(C)(C)C)OCCCC#C |o1:8,10|